2,6-dibromoxanthone BrC1=CC=2C(C3=CC=C(C=C3OC2C=C1)Br)=O